ClC=1C=CC=C2[C@H](CCOC12)NC(=O)NC1=NN(C=C1)C1=CC(=NC=C1)C 1-[(4S)-8-chlorochroman-4-yl]-3-[1-(2-methyl-4-pyridyl)pyrazol-3-yl]urea